alpha-D-neuraminic acid OC(=O)[C@@]1(O)C[C@H](O)[C@@H](N)[C@@H](O1)[C@H](O)[C@H](O)CO